N-((2-(((Cyclobutylmethyl)amino)methyl)-1H-indol-6-yl)methyl)-7,8-dihydro-6,9-dioxa-2,2a,5-triazabenzo[cd]azulene-4-carboxamide C1(CCC1)CNCC=1NC2=CC(=CC=C2C1)CNC(=O)C=1N=C2C=3N(N=CC3OCCO2)C1